(6-(4-methoxyphenyl)pyrazolo[1,5-a]pyridin-3-yl)piperazine-1-carboxylic acid tert-butyl ester C(C)(C)(C)OC(=O)N1C(CNCC1)C=1C=NN2C1C=CC(=C2)C2=CC=C(C=C2)OC